FC1=C(C=CC(=C1)[C@@H](C)O)C1=NN2C(N=CC=C2)=C1C(=O)N[C@@H]1C(NC2=C(C(=N1)C1=CC=CC=C1)C=CC=C2F)=O |o1:7| 2-[2-Fluoro-4-[(1R*)-1-hydroxyethyl]phenyl]-N-[(3S)-9-fluoro-2-oxo-5-phenyl-1,3-dihydro-1,4-benzodiazepin-3-yl]pyrazolo[1,5-a]pyrimidine-3-carboxamide